(3S)-1-(4-{[(1H-benzimidazol-2-yl)methyl]amino}-8-bromopyrazolo[1,5-a][1,3,5]triazin-2-yl)piperidin-3-ol N1C(=NC2=C1C=CC=C2)CNC2=NC(=NC=1N2N=CC1Br)N1C[C@H](CCC1)O